N=1N(N=CC1)C1=CC=C(C=C1)C(C)N 1-(4-(2H-1,2,3-triazol-2-yl)phenyl)ethan-1-amine